COC(CCCOC1=C(C=C(C=C1)C=O)OC)=O 4-(4-formyl-2-methoxyphenoxy)butanoic acid methyl ester